C(C)(=O)C=1C=C(C=CC1)NS(=O)(=O)C=1C=2C3=C(C(N(C3=CC1)CC)=O)C=CC2 N-(3-acetylphenyl)-1-ethyl-2-oxo-1,2-dihydrobenzo[cd]indole-6-sulfonamide